COC1=NC(=NN2C1=C(C=C2)C=2C=C1N=CC=NC1=CC2)NC2CC(C2)(C)NC(CC)=O N-(cis-3-((4-methoxy-5-(quinoxalin-6-yl)pyrrolo[2,1-f][1,2,4]triazin-2-yl)amino)-1-methylcyclobutyl)propanamide